(Z)-5-(iodomethyl)-3-(4-methoxyphenyl)oxazolidin-2-one ICC1CN(C(O1)=O)C1=CC=C(C=C1)OC